C(C)(C)(C)OC(=O)N1CCC(CC1)(C#N)CC1=C(C=NC=C1)Br 4-[(3-bromo-4-pyridinyl)methyl]-4-cyanopiperidine-1-carboxylic acid tert-butyl ester